N-(3-fluoro-4-{6-methoxy-7-[3-(1-piperidinyl)propoxy]quinolin-4-yloxy}phenyl)-3-oxo-4-(4-fluorophenyl)-3,4-dihydropyrazine-2-carboxamide FC=1C=C(C=CC1OC1=CC=NC2=CC(=C(C=C12)OC)OCCCN1CCCCC1)NC(=O)C1=NC=CN(C1=O)C1=CC=C(C=C1)F